C(C(=C)C)(=O)OCCC[Si](OC)(OC)OC 3-Methacryloyloxypropyltrimethoxysilan